ClC=1C(=CC(=NC1)N1CCC(CC1)(F)F)NC1=CC2=C(C=N1)N(C(N2CCC(C)(C)O)=O)C 6-((5-chloro-2-(4,4-difluoropiperidin-1-yl)pyridin-4-yl)amino)-1-(3-hydroxy-3-methylbutyl)-3-methyl-1,3-dihydro-2H-imidazo[4,5-c]pyridin-2-one